NC1=CN=NC2=CC(=CC=C12)C=1C=C(C=CC1OCCOCCOCCOCCOCCOCCOC)B(O)O [3-(4-AMINOCINNOLIN-7-YL)-4-[2-[2-[2-[2-[2-(2-METHOXYETHOXY)ETHOXY]ETHOXY]ETHOXY]ETHOXY]ETHOXY]PHENYL]BORONIC ACID